L-5-amino-1,3,4-thiadiazole NC1=NN=CS1